(4-(2-aminoethyl)phenyl)-6-((bis(pyridin-2-ylmethyl)amino)methyl)nicotinamide NCCC1=CC=C(C=C1)C1=C(C(=O)N)C=CC(=N1)CN(CC1=NC=CC=C1)CC1=NC=CC=C1